N5,N5-Dimethyl-N2-(5-methyl-2-(1-methyl-1H-imidazol-2-yl)-6-(1-methyl-1H-pyrazol-3-yl)pyrrolo[2,1-f][1,2,4]triazin-4-yl)pyridine-2,5-diamine CN(C=1C=CC(=NC1)NC1=NC(=NN2C1=C(C(=C2)C2=NN(C=C2)C)C)C=2N(C=CN2)C)C